C(C)(=O)C1=C(C=CC2=C1OCCN(S2(=O)=O)[C@@H]([C@H](C)C2=C(C(=CC=C2F)C)C)C2=NNC(O2)=O)Cl 5-((1S,2R)-1-(6-acetyl-7-chloro-1,1-dioxido-3,4-dihydro-2H-benzo[b][1,4,5]oxathiazepin-2-yl)-2-(6-fluoro-2,3-dimethylphenyl)propyl)-1,3,4-oxadiazol-2(3H)-one